N-[2-amino-5-(4-fluorophenyl)phenyl]-5-(N-cyclopropyl-S-methyl-sulfonimidoyl)benzothiophene-2-carboxamide NC1=C(C=C(C=C1)C1=CC=C(C=C1)F)NC(=O)C=1SC2=C(C1)C=C(C=C2)S(=O)(=NC2CC2)C